isopropyl (2S)-6-diazo-2-((2S)-2-(ethylsulfinyl)-3-(1H-indol-3-yl)propanamido)-5-oxohexanoate [N+](=[N-])=CC(CC[C@@H](C(=O)OC(C)C)NC([C@H](CC1=CNC2=CC=CC=C12)S(=O)CC)=O)=O